C(C1=CC=CC=C1)(=O)O[C@@H]1C(C2CCC(C1)N2C)C(=O)O[C@@H](C(=O)O)CCCC (2R,3S)-3-(benzoyloxy)-8-methyl-8-azabicyclo[3.2.1]octane-2-carbonyloxy-hexanoic acid